ClC=1C(=C(C(N(N1)C)=O)C1=C(C=CC2=CC=C(C=C12)C)C)O 6-chloro-4-(2,7-dimethyl-1-naphthalenyl)-5-hydroxy-2-methyl-3(2H)-pyridazinone